N-(2-oxo-2-((prop-2-yn-1-yl-1,1-d2)amino)ethyl)acetamide O=C(CNC(C)=O)NC(C#C)([2H])[2H]